N-(1-(2-hydroxyethyl)-1H-pyrazol-4-yl)thiophene-2-carboxamide OCCN1N=CC(=C1)NC(=O)C=1SC=CC1